5-chloro-N-(1-ethyl-1H-pyrazol-4-yl)-4-(((3R,5S)-5-methyltetrahydropyrrole-3-yl)oxy)-7H-pyrrolo[2,3-d]pyrimidin-2-amine ClC1=CNC=2N=C(N=C(C21)O[C@H]2CN[C@H](C2)C)NC=2C=NN(C2)CC